(2,2,2-trifluoroethyl) (2,2,2-trifluoroethyl)phenylphosphinate FC(CP(OCC(F)(F)F)(=O)C1=CC=CC=C1)(F)F